(1R,2R)-N,N-dibenzyl-2-methoxycyclobutan-1-amine C(C1=CC=CC=C1)N([C@H]1[C@@H](CC1)OC)CC1=CC=CC=C1